tert-butyl N-{2-[6-(2-{[(tert-butoxy)carbonyl](methyl)amino} acetyl)-1,3,5,7-tetraoxo-1,2,3,5,6,7-hexahydro-s-indacen-2-yl]-2-oxoethyl}-N-methylcarbamate C(C)(C)(C)OC(=O)N(CC(=O)C1C(C=2C=C3C(C(C(C3=CC2C1=O)=O)C(CN(C(OC(C)(C)C)=O)C)=O)=O)=O)C